C(C=C)(=O)N1C2CN(CC1C2)C2=CC=C(C=N2)C=2C=1N(C=C(C2)N2CC(C2)(C)O)N=CC1C#N 4-(6-(6-acryloyl-3,6-diazabicyclo[3.1.1]heptan-3-yl)pyridin-3-yl)-6-(3-hydroxy-3-methylazetidin-1-yl)pyrazolo[1,5-a]pyridine-3-carbonitrile